C(C)N(C1CCCCC1)CC1=NN=NN1C1=CC(=CC=C1)[N+](=O)[O-] N-ethyl-N-((1-(3-nitrophenyl)-1H-tetrazol-5-yl)methyl)cyclohexanamine